O1C(=NC2=C1C=CC=C2)C=2N=C(N(C(C2O)=O)C)N2[C@@H](C1=CC(=CC=C1CC2)C(=O)O)C2=CC=CC=C2 (1R)-2-[4-(1,3-benzoxazol-2-yl)-5-hydroxy-1-methyl-6-oxopyrimidin-2-yl]-1-phenyl-3,4-dihydro-1H-isoquinoline-7-carboxylic acid